ClC=1C(=NC(=NC1)NC=1C=NC=C(C1)N1C(CCC1)=O)C1CN(CCC1)C(=O)C=1C(NC=CC1)=O 3-(3-(5-chloro-2-((5-(2-oxopyrrolidin-1-yl)pyridin-3-yl)amino)pyrimidin-4-yl)piperidine-1-carbonyl)pyridin-2(1H)-one